1-(5-bromo-1H-pyrrolo[2,3-b]pyridin-3-yl)-3-(6-(4,4-difluorocyclohexyl)pyridin-3-yl)urea BrC=1C=C2C(=NC1)NC=C2NC(=O)NC=2C=NC(=CC2)C2CCC(CC2)(F)F